3-Methacryloyloxypropyl-triacetoxysilane C(C(=C)C)(=O)OCCC[Si](OC(C)=O)(OC(C)=O)OC(C)=O